N-(1-((2R,4R,5R)-3,3-difluoro-4-hydroxy-5-(hydroxymethyl)tetrahydrofuran-2-yl)-2-oxo-1,2-dihydropyrimidin-4-yl)-5-nitropyridinecarboxamide FC1([C@@H](O[C@@H]([C@H]1O)CO)N1C(N=C(C=C1)NC(=O)C1=NC=C(C=C1)[N+](=O)[O-])=O)F